CC(=CCC/C(=C/CC/C(=C/CCC(C)(C=C)O)/C)/C)C (E,E)-geranyllinalool